4-tertiary butyl-beta-chloro-alpha-methyl-cinnamaldehyde C(C)(C)(C)C1=CC=C(C(=C(C=O)C)Cl)C=C1